ClC1=C(C(=NC(=C1)C1=C(C(=CC=C1)C1=C(C(=NC=C1)C1=CC(=C(C=C1)C=O)OC)Cl)Cl)OC)CN(C(OC(C)(C)C)=O)C[C@H]1NC(CC1)=O (S)-tert-butyl ((4-chloro-6-(2-chloro-3-(3-chloro-2-(4-formyl-3-methoxyphenyl)pyridin-4-yl)phenyl)-2-methoxypyridin-3-yl)methyl)((5-oxopyrrolidin-2-yl)methyl)carbamate